FC=1C=C(C=CC1C=1N=C2SC3=C(N2C1)C=C(C(=C3)C(NCCCN3CCC(CC3)F)=O)OC)[C@@H]3N(C[C@H](C3)O)C(=O)OC(C)(C)C tert-butyl (trans)-2-(3-fluoro-4-(7-((3-(4-fluoropiperidin-1-yl)propyl)carbamoyl)-6-methoxybenzo[d]imidazo[2,1-b]thiazol-2-yl)phenyl)-4-hydroxypyrrolidine-1-carboxylate